(6-(methoxycarbonyl)naphthalen-2-yl)boronic acid COC(=O)C=1C=C2C=CC(=CC2=CC1)B(O)O